(5-(2-(3,3-dimethylazetidin-1-yl)acetamido)-2-methylpyridin-3-yl)-2-(1-(2-hydroxyethyl)-1H-pyrazol-4-yl)pyrazolo[5,1-b]thiazole-7-carboxamide CC1(CN(C1)CC(=O)NC=1C=C(C(=NC1)C)C=1N2C(SC1C=1C=NN(C1)CCO)=C(C=N2)C(=O)N)C